Cl.FC(COC[C@H](N)C(=O)OCC1=CC(=NC(=C1)Cl)Cl)F (2,6-Dichloropyridin-4-yl)methyl O-(2,2-difluoroethyl)-L-serinate hydrochloride